ClC=1C=C(C=C(C1)S(=O)(=O)C)NC(=O)C1=CN(C(=C1)C1=NC=C(C=N1)F)C1CC1 N-(3-chloro-5-(methylsulfonyl)phenyl)-1-cyclopropyl-5-(5-fluoropyrimidin-2-yl)-1H-pyrrole-3-carboxamide